1-(trans-5-((1H-1,2,4-triazol-1-yl)methyl)-5-(2,4-difluorophenyl)tetrahydrofuran-3-yl)-N-((2-(4-fluorophenyl)-3-(pyridin-4-yl)pyrazolo[1,5-a]pyridin-6-yl)methyl)methanamine N1(N=CN=C1)C[C@]1(C[C@@H](CO1)CNCC=1C=CC=2N(C1)N=C(C2C2=CC=NC=C2)C2=CC=C(C=C2)F)C2=C(C=C(C=C2)F)F